1-anthrylacetone C1(=CC=CC2=CC3=CC=CC=C3C=C12)CC(C)=O